CC(CC(=O)C1=C(C(=C(OCC=2N=CC(=NC2)C=2C=C(C=CC2)C2=NOC(N2)=O)C=C1)C)O)(C)C 3-(3-(5-((4-(3,3-Dimethylbutanoyl)-3-hydroxy-2-methylphenoxy)methyl)pyrazin-2-yl)phenyl)-1,2,4-oxadiazol-5(4H)-one